3-[3-(3-hydroxyphenyl)imidazo[1,2-b]pyridazin-6-yl]phenol OC=1C=C(C=CC1)C1=CN=C2N1N=C(C=C2)C=2C=C(C=CC2)O